ClC1=C(C=CC=C1NC=1N=CC=C2C=C(C=NC12)CN1CCCC1)C1=C(C(=CC=C1)NC=1N=CC=C2C=C(C=NC12)CN1C[C@@H](CC1)O)Cl (R)-1-((8-((2,2'-Dichloro-3'-((3-(((R)-3-hydroxypyrrolidin-1-yl)methyl)-1,7-naphthyridin-8-yl)amino)-[1,1'-biphenyl]-3-yl)amino)-1,7-naphthyridin-3-yl)methyl)pyrrolidin